C(C)(C)(C)OC(=O)N1[C@@H](CCC(=C1)Br)CO (2S)-5-bromo-2-(hydroxymethyl)-3,4-dihydropyridine-1(2H)-carboxylic acid tert-butyl ester